tert-butyl 2-(2-(3-phenoxyphenyl)-1,2,3,4-tetrahydroisoquinolin-6-yl)cyclopropanecarboxylate O(C1=CC=CC=C1)C=1C=C(C=CC1)N1CC2=CC=C(C=C2CC1)C1C(C1)C(=O)OC(C)(C)C